C[C@H]1OCCN([C@H]1C)CCN1C(C(=C(C2=CC=CN=C12)O)C(=O)NC1CCC(CC1)C)=O 1-(2-((2R,3S)-2,3-dimethylmorpholino)ethyl)-4-hydroxy-N-((1s,4R)-4-methylcyclohexyl)-2-oxo-1,2-dihydro-1,8-naphthyridine-3-carboxamide